C(C)(C)(C)OC(=O)N(C)CC1=CC=C(OC2=CC=C(CNCC(=O)OCC)C=C2)C=C1 1-ethyl (4-(4-(((tert-butoxycarbonyl)(methyl)amino)methyl)phenoxy)benzyl)glycinate